TMSsulfonamide sodium salt [Na].[Si](C)(C)(C)S(=O)(=O)N